3-(difluoromethyl)piperazin FC(C1CNCCN1)F